OCC1(CCC1)NC1=NC(=CC(=C1)C=1C=C(C=CC1C)NC(=O)N1C[C@@H](CC1)CC(F)(F)F)N1CCOCC1 (S)-N-(3-(2-((1-(hydroxymethyl)cyclobutyl)amino)-6-morpholinopyridin-4-yl)-4-methylphenyl)-3-(2,2,2-trifluoroethyl)pyrrolidine-1-carboxamide